2,6-di-t-butyl-4-(1-naphthylmethylene)cyclohexa-2,5-dien-1-one C(C)(C)(C)C=1C(C(=CC(C1)=CC1=CC=CC2=CC=CC=C12)C(C)(C)C)=O